1-(3-(((benzyloxy)carbonyl)amino)propyl)-3-(4-bromobutyl)-4-(trifluoromethyl)-1H-imidazol-3-ium bromide [Br-].C(C1=CC=CC=C1)OC(=O)NCCCN1C=[N+](C(=C1)C(F)(F)F)CCCCBr